methylcyclopentadienyl-dinitrosotungsten C[W](N=O)(N=O)C1C=CC=C1